tert-butyl (3-methoxy-5-((5-nitro-2-(1-((2-(trimethylsilyl)ethoxy)methyl)-1H-1,2,4-triazol-5-yl)pyridin-4-yl)amino)cyclohexyl)carbamate COC1CC(CC(C1)NC1=CC(=NC=C1[N+](=O)[O-])C1=NC=NN1COCC[Si](C)(C)C)NC(OC(C)(C)C)=O